2-[2-[2-[2-[3-[1-(2,6-dioxo-3-piperidyl)-3-methyl-2-oxo-benzimidazol-5-yl]propoxy]ethoxy]ethoxy]ethoxy]acetic acid O=C1NC(CCC1N1C(N(C2=C1C=CC(=C2)CCCOCCOCCOCCOCC(=O)O)C)=O)=O